4-(5-methoxy-2-oxo-2,3-dihydro-1H-1,3-benzodiazol-1-yl)piperidine-1-carboxylic acid tert-butyl ester C(C)(C)(C)OC(=O)N1CCC(CC1)N1C(NC2=C1C=CC(=C2)OC)=O